5-((5-(3-(2-aminoethoxy)naphthalen-2-yl)-1H-pyrazol-3-yl)amino)pyrazine-2-carbonitrile NCCOC=1C(=CC2=CC=CC=C2C1)C1=CC(=NN1)NC=1N=CC(=NC1)C#N